BrC1=NC(=CC(=C1)C1=C(C=CC(=C1)NS(=O)(=O)CC)OC1=C(C=C(C=C1)F)F)C 2-bromo-4-(2-(2,4-difluorophenoxy)-5-(ethylsulfonylamino)phenyl)-6-methylpyridine